(2-amino-ethyl)-carbamic acid benzyl ester C(C1=CC=CC=C1)OC(NCCN)=O